ClC1=CC(=CS1)C[C@@]1([C@H](O)[C@H](O)[C@@H](CO)O1)N1C=NC=2C(N)=NC=NC12 [(5-chlorothien-3-yl)methyl]adenosine